C(C)N ethyl-amine